O1S(OS(CC1)(=O)=O)(=O)=O 1,3,2,4-dioxadithiane 2,2,4,4-tetraoxide